FC1=C(C=C(C=C1)[C@@]1(C(O[C@]([C@H]1C)(C(F)(F)F)C)=O)C)C (3R,4S,5R)-3-(4-fluoro-3-methylphenyl)-3,4,5-trimethyl-5-(trifluoromethyl)dihydrofuran-2(3H)-one